2-benzyl-6-(2-tetrahydrofuranyl)-1,2,4-triazine C(C1=CC=CC=C1)N1NC(=CN=C1)C1OCCC1